N-[2-methoxy-4-(4-methyl-1-piperazinyl)phenyl]-4-(1-methyl-1H-pyrrolo[2,3-c]pyridin-3-yl)-2-pyrimidinamine COC1=C(C=CC(=C1)N1CCN(CC1)C)NC1=NC=CC(=N1)C1=CN(C2=CN=CC=C21)C